CC1=NNC=C1C1=NC(=NC=C1C(F)(F)F)N[C@H]1C[C@H](CCC1)C1=NN=C2N1C=CC=C2 4-(3-methyl-1H-pyrazol-4-yl)-N-[(1R,3S)-3-([1,2,4]triazolo[4,3-a]pyridin-3-yl)cyclohexyl]-5-(trifluoromethyl)pyrimidin-2-amine